ClC1=NC(=CC(=N1)C1=CC=CC=C1)C1=CC=CC=C1 2-chloro-4,6-DIPHENYLPYRIMIDINE